O1N=C(C=C1)N(S(=O)(=O)C=1C=C2C=CC(N(C2=CC1)C1=C(C=C(C(=C1)C)[C@H]1[C@@H](C1)C(F)(F)F)OC)=O)CC1=CC=C(C=C1)OC trans-(P)-N-(isoxazol-3-yl)-1-(2-methoxy-5-methyl-4-(2-(trifluoromethyl)cyclopropyl)phenyl)-N-(4-methoxybenzyl)-2-oxo-1,2-dihydroquinoline-6-sulfonamide